N-(2-(4-((tert-butoxycarbonyl)amino)piperidin-1-yl)thiazole-4-carbonyl)-O-(tertbutyldimethylsilyl)-L-serine C(C)(C)(C)OC(=O)NC1CCN(CC1)C=1SC=C(N1)C(=O)N[C@@H](CO[Si](C)(C)C(C)(C)C)C(=O)O